ClC1=NC(=CC(=C1)C#C)Cl 2,6-dichloro-4-ethynylpyridine